1,2,3,4-Tetrahydro-4-isopropyl-1,6-dimethylnaphthalene C(C)(C)C1CCC(C2=CC=C(C=C12)C)C